[Ca].C([C@@H](O)[C@@H](O)[C@H](O)[C@H](O)CO)O D-mannitol calcium